C1(=CC=CC=C1)COC=1C(=C(C=CC1)O)OCC1=CC=CC=C1 di(Phenylmethyloxy)phenol